tert-butyl 4-[4-[(2,6-dioxo-3-piperidyl)amino]-2,3-difluoro-phenyl]piperidine-1-carboxylate O=C1NC(CCC1NC1=C(C(=C(C=C1)C1CCN(CC1)C(=O)OC(C)(C)C)F)F)=O